gamma-(3-chloro-benzyl)-proline ClC=1C=C(CC2C[C@H](NC2)C(=O)O)C=CC1